(furan-2-yl)(4-(7-methoxy-1,9-dimethyl-9H-pyrido[3,4-b]indol-6-yl) piperazine-1-yl) ketone O1C(=CC=C1)C(=O)N1CCN(CC1)C=1C=C2C3=C(N(C2=CC1OC)C)C(=NC=C3)C